CC=1C=C2C(C=C(OC2=C(C1)C(C)NC1=C(C(=O)O)C=CC=C1)C1=NC2=CC=CN=C2C=C1)=O 2-[1-[6-Methyl-2-(1,5-naphthyridin-2-yl)-4-oxo-chromen-8-yl]ethylamino]benzoic acid